CC(C)N1NCC=C1 2-(1-methylethyl)pyrazoline